C(C)(C)(C)OC(=O)C1CCN(CC1)C1=NC=NC(=C1)C(N)=O 1-(6-carbamoyl-pyrimidin-4-yl)piperidine-4-carboxylic acid tert-butyl ester